O=C1N(C(CC1)=O)OC(=O)C(C)(CCCCCCCCCCC)CCCCCCCCCC=C 2-(((2,5-dioxopyrrolidin-1-yl)oxy)carbonyl)-2-(undec-10-en-1-yl)tridecane